The molecule is a methyl (13E)-11,16-dihydroxy-16-methyl-9-oxoprost-13-en-1-oate that has 8R,11R,12R,16R-configuration. It is a pharmacologically inactive diastereoisomeric component of misoprostol. It is an enantiomer of an (11S,16S)-misoprostol. CCCC[C@](C)(C/C=C/[C@H]1[C@@H](CC(=O)[C@@H]1CCCCCCC(=O)OC)O)O